4-(4-fluoro-3-nitrophenyl)tetrahydropyran-4-carbonitrile FC1=C(C=C(C=C1)C1(CCOCC1)C#N)[N+](=O)[O-]